C1(=C(C=CC=C1)P(C1=C(C=CC=C1)C)C1=C(C=CC=C1)C)C tritoluyl-phosphine